6-chloro-N-[5-chloro-2-fluoro-4-(1-methylpyrazol-3-yl)oxy-phenyl]pyrido[3,2-d]pyrimidin-4-amine ClC=1C=CC=2N=CN=C(C2N1)NC1=C(C=C(C(=C1)Cl)OC1=NN(C=C1)C)F